C(C1=CC=CC=C1)O[C@H]1[C@H]([C@@H](O[C@]1(CO)COCC1=CC=CC=C1)N1C2=NC=NC(=C2N=C1)NC(C1=CC=CC=C1)=O)O N-[9-[(2R,3R,4S,5R)-4-benzyloxy-5-(benzyloxymethyl)-3-hydroxy-5-(hydroxymethyl)-tetrahydrofurane-2-yl]purin-6-yl]benzamide